N1CCC(CC1)C(C)(C)O 2-(piperidin-4-yl)propan-2-ol